2-(Ethyl-(propyl)amino)-1-(5-fluoro-1H-indol-3-yl)ethane-1-one C(C)N(CC(=O)C1=CNC2=CC=C(C=C12)F)CCC